1-(2-((2,5-Bis(trifluoromethyl)pyrazolo[1,5-a]pyrimidin-7-yl)amino)-1-(4-fluorophenyl)ethyl)azetidine-3-carboxylic acid FC(C1=NN2C(N=C(C=C2NCC(C2=CC=C(C=C2)F)N2CC(C2)C(=O)O)C(F)(F)F)=C1)(F)F